3-chloropyrrolo[1,2-f]pteridin-6(5H)-one ClC1=NC=2NC(C=3N(C2C=N1)C=CC3)=O